2-fluoro-N-(2-((2-(4-methylpiperazin-1-yl)ethyl)carbamoyl)phenyl)benzamide FC1=C(C(=O)NC2=C(C=CC=C2)C(NCCN2CCN(CC2)C)=O)C=CC=C1